4-(1-((3,3-difluorocyclopentyl)methyl)-3-methyl-4-(trifluoromethyl)-1H-pyrazole-5-carboxamido)pyrimidine-2-carboxamide FC1(CC(CC1)CN1N=C(C(=C1C(=O)NC1=NC(=NC=C1)C(=O)N)C(F)(F)F)C)F